1,4,7-tris[2-(methylsulfanyl)ethyl]-1,4,7,10-tetraazacyclododecane CSCCN1CCN(CCN(CCNCC1)CCSC)CCSC